(4s,6s)-4,6-nonanediol CCC[C@@H](C[C@H](CCC)O)O